10-Hydroxy-7,7-dimethyl-2-(4-(piperazine-1-carbonyl)phenyl)-5,12b-dihydro-1H,7H-chromeno[4,3-c][1,2,4]triazolo[1,2-a]Pyridazine OC=1C=CC2=C(C1)OC(C=1C2N2N(CC1)CN(C2)C2=CC=C(C=C2)C(=O)N2CCNCC2)(C)C